FC1(CCN(CC1)C1=NC(=CC(=N1)C=1N=CN(C1)C1=C(C=C(C=C1)NS(=O)(=O)CCO)N1CCC2(CC2)CC1)C)F N-(4-(4-(2-(4,4-difluoropiperidin-1-yl)-6-methylpyrimidin-4-yl)-1H-imidazol-1-yl)-3-(6-azaspiro[2.5]octan-6-yl)phenyl)-2-hydroxyethane-1-sulfonamide